C(C1=CC=CC=C1)[C@H]1N(CCN(C1)S(=O)(=O)C)C=1N=CC2=C(N1)C(=NN2C=2C(=C(C(=C(C2)C(F)(F)F)Cl)O)F)C (R)-3-(5-(2-Benzyl-4-(methylsulfonyl)piperazin-1-yl)-3-methyl-1H-pyrazolo[4,3-d]pyrimidin-1-yl)-6-chloro-2-fluoro-5-(trifluoromethyl)phenol